E-10-(hydroxymethyl)octadec-8-enoic acid OCC(/C=C/CCCCCCC(=O)O)CCCCCCCC